tert-butyl (5aS,9aR)-4-cyano-3-(((E)-(dimethylamino)methylene)amino)-5a,6,9a,10-tetrahydro-7H-dipyrido[3,2-b:3',4'-e][1,4]oxazine-8(9H)-carboxylate C(#N)C1=C(C=NC2=C1O[C@@H]1[C@H](N2)CN(CC1)C(=O)OC(C)(C)C)/N=C/N(C)C